BrC=1C(=C(C=O)C=CC1)C 3-bromo-2-methylbenzaldehyde